tert-Butyl N-[(4,4-difluorocyclohexyl)carbamothioyl]carbamate FC1(CCC(CC1)NC(=S)NC(OC(C)(C)C)=O)F